2-(4-(4-fluoro-1,3-dioxoisoquinolin-2-yl)phenoxy)acetic acid FC1C(N(C(C2=CC=CC=C12)=O)C1=CC=C(OCC(=O)O)C=C1)=O